(R)-6-((4-Hydroxy-1-(3-phenylbutanoyl)piperidin-4-yl)methyl)-2-methyl-3-(prop-1-en-2-yl)-2H-pyrazolo[4,3-d]pyrimidin-7(6H)-one OC1(CCN(CC1)C(C[C@@H](C)C1=CC=CC=C1)=O)CN1C=NC=2C(C1=O)=NN(C2C(=C)C)C